[N+](=O)([O-])C=1C(=NC=CC1)C=1C=C(OCCN(C)C)C=C(C1)C1=NC=CC=C1[N+](=O)[O-] 2-(3,5-bis(3-nitropyridin-2-yl)phenoxy)-N,N-dimethylethylamine